COC=1C=C(ONC2=CC=CC=C2)C=CC1 3-methoxyphenoxyphenylamine